C(CCCCC(=O)[O-])(=O)[O-].[NH-]CCCCCC[NH-] hexamethylenediamide adipate